C(C=C)(=O)N1[C@H](CN(CC1)C1=NC=NC2=CC(=C3C(=C12)OCCC3)C3=C1C=NNC1=CC(=C3C)C)CC#N 2-((2S)-1-acryloyl-4-(5-(5,6-dimethyl-1H-indazol-4-yl)-3,4-dihydro-2H-pyrano[2,3-f]quinazolin-10-yl)piperazin-2-yl)acetonitrile